C(CC)C1OC(OC2C1OC(OC2C(CO)O)C2=CC=C(C=C2)CCC)C2=CC=C(C=C2)CCC 1-[8-propyl-2,6-bis(4-propylphenyl)-4,4a,8,8a-tetrahydro[1,3]dioxino[5,4-d][1,3]dioxin-4-yl]ethane-1,2-diol